ClC1=NC=CC2=C1C=C(S2)C=2C(NC(NC2)=O)=O 5-(4-chlorothieno[3,2-c]pyridin-2-yl)-1H-pyrimidine-2,4-dione